Isopropyl acrylate (Isopropyl acrylate) C(C)(C)C(C(=O)O)=C.C(C=C)(=O)OC(C)C